N-(2,2-difluoroethyl)-6-(4-(1-methyl-1H-pyrazol-4-yl)-7H-pyrrolo[2,3-d]pyrimidin-5-yl)imidazo[1,2-a]pyridine-3-carboxamide FC(CNC(=O)C1=CN=C2N1C=C(C=C2)C2=CNC=1N=CN=C(C12)C=1C=NN(C1)C)F